C1(=CC=CC=C1)P(C(C)(C)C)C(C)(C)C phenyl-ditertbutylphosphine